[2-[[2-(1-adamantyl)acetyl]amino]-5-nitro-4-pyridinyl]carbamic acid tert-butyl ester C(C)(C)(C)OC(NC1=CC(=NC=C1[N+](=O)[O-])NC(CC12CC3CC(CC(C1)C3)C2)=O)=O